n-undecyl-amine C(CCCCCCCCCC)N